(Z)-N-(3-phenyl-1,3-thiazepan-2-ylidene)-1H-pyrrolo[2,3-b]pyridine-3-carboxamide C1(=CC=CC=C1)N1/C(/SCCCC1)=N/C(=O)C1=CNC2=NC=CC=C21